N1C=CC=2C1=NC=C(C2)OC2=C(C(=O)OC)C=CC(=C2)N2CCN(CC2)CC=2CCNCC2C2=CC=C(C=C2)Cl Methyl 2-((1H-pyrrolo[2,3-b]pyridin-5-yl)oxy)-4-(4-((5-(4-chlorophenyl)-1,2,3,6-tetrahydropyridin-4-yl)methyl)piperazin-1-yl)benzoate